C1(CC1)N(S(=O)(=O)NC(=O)C1=CC(=C(C(=O)O)C=C1OC)F)C1CC1 4-((N,N-dicyclopropylsulfamoyl)carbamoyl)-2-fluoro-5-methoxybenzoic acid